FC=1C(=C(C=CC1F)[C@H]1[C@@H](O[C@](C1)(C(F)(F)F)C)C(=O)NC=1C=NC(=CC1)[C@H](CO)O)OC |o1:8,9,11| rel-(2R,3s,5R)-3-(3,4-difluoro-2-methoxyphenyl)-N-(6-((R)-1,2-dihydroxyethyl)pyridin-3-yl)-5-methyl-5-(trifluoromethyl)tetrahydrofuran-2-carboxamide